ClC1=CC=C(C(=O)NC(C(=S)O)CC2=CC(NC3=CC=CC=C23)=O)C=C1 2-(4-chlorobenzoylamino)-3-(2-oxo-1,2-dihydroquinolin-4-yl)-thiopropionic acid